NC1=NC=NN2C1=C(C=C2C=2C=C(C(=NC2)C)C(=O)N[C@@H]2CN(C[C@@H]2F)C(=O)C2(CC2)F)C(F)(F)F 5-[4-amino-5-(trifluoromethyl)pyrrolo[2,1-f][1,2,4]triazin-7-yl]-N-[(3R,4S)-4-fluoro-1-(1-fluorocyclopropanecarbonyl)pyrrolidin-3-yl]-2-methylpyridine-3-carboxamide